3-((3-((7-(4,4-difluoropiperidin-1-yl)-7-oxoheptyl)amino)phenyl)amino)piperidine-2,6-dione FC1(CCN(CC1)C(CCCCCCNC=1C=C(C=CC1)NC1C(NC(CC1)=O)=O)=O)F